FC(OC1=CC=C(C=C1)C=1C=C(N=NC1)NC1=NC(=NC=C1F)N1C[C@H](O[C@@H](C1)C)C)F 5-(4-(difluoromethoxy)phenyl)-N-(2-((2r,6r)-2,6-dimethylmorpholinyl)-5-fluoropyrimidin-4-yl)pyridazin-3-amine